COC1=CC=C(C=C1)CCC(C)NC(=O)NC1=C(C=CC2=CC=CC=C12)C 1-(4-(4-methoxyphenyl)butan-2-yl)-3-(2-methylnaphthalen-1-yl)urea